2-(5-((S or R)-1-(((S)-((S)-7-fluoro-1,2,3,4-tetrahydro-1,5-naphthyridin-3-yl)(phenyl)methyl)amino)propan-2-yl)-2-methylphenyl)acetic acid FC1=CN=C2C[C@@H](CNC2=C1)[C@@H](C1=CC=CC=C1)NC[C@@H](C)C=1C=CC(=C(C1)CC(=O)O)C |o1:20|